2-{[5-cyano-2-(difluoromethoxy)-3-[4-(oxetan-3-yl)piperazin-1-yl]phenyl]amino}-4-(cyclopropylamino)pyrazolo[1,5-a][1,3,5]triazine-8-carbonitrile C(#N)C=1C=C(C(=C(C1)NC1=NC=2N(C(=N1)NC1CC1)N=CC2C#N)OC(F)F)N2CCN(CC2)C2COC2